CC(C)(C)[S@](=O)N[C@H]1C2=C(N=CS2)CC12CCNCC2 (S)-2-Methyl-N-[(6R)-spiro[4,6-dihydrocyclopenta[d]thiazol-5,4'-piperidin]-6-yl]propan-2-sulfinamide